tert-butyl 1-(4-(difluoromethyl)-N-methyl-1H-indole-2-carboxamido)-8-fluoro-6-oxo-1,4,5,6-tetrahydrobenzo[c][1,7]naphthyridine-3(2H)-carboxylate FC(C1=C2C=C(NC2=CC=C1)C(=O)N(C)C1C=2C3=C(C(NC2CN(C1)C(=O)OC(C)(C)C)=O)C=C(C=C3)F)F